[3-[(6-fluoro-2-pyridyl)amino]-1-(2,2,2-trifluoroethyl)pyrazolo[4,3-c]pyridin-6-yl]-(1,4-oxazepan-4-yl)methanone FC1=CC=CC(=N1)NC1=NN(C2=C1C=NC(=C2)C(=O)N2CCOCCC2)CC(F)(F)F